tetramethyl-1,4-xylylene diisocyanate CC1=C(C(=C(C(=C1CN=C=O)C)C)CN=C=O)C